6-Nitro-4-chromanone [N+](=O)([O-])C=1C=C2C(CCOC2=CC1)=O